2-chloro-7-(2-methoxy-4-morpholinophenyl)-N-methylthieno[3,2-d]pyrimidin-4-amine ClC=1N=C(C2=C(N1)C(=CS2)C2=C(C=C(C=C2)N2CCOCC2)OC)NC